tert-butyl 7-methoxy-3,4-dihydroisoquinoline-2(1H)-carboxylate COC1=CC=C2CCN(CC2=C1)C(=O)OC(C)(C)C